ClC=1C(=NC(=NC1)NC=1C=C2C(=NNC2=CC1)C1=CC(=C(C=C1)F)Cl)NC1=C(C=CC=C1)P(C)(C)=O (2-((5-Chloro-2-((3-(3-Chloro-4-fluorophenyl)-1H-indazol-5-yl)amino)pyrimidin-4-yl)amino)phenyl)dimethylphosphine oxide